OC=1C=C(C=CC1)C=1C(OC2=CC=C(C=C2C1C)O)C1=CC=C(C=C1)\C=C\CN1CCC(CC1)C 3-(3-Hydroxyphenyl)-4-methyl-2-{4-[(E)-3-(4-methylpiperidin-1-yl)-propenyl]phenyl}-2H-chromen-6-ol